ethyl-Imidazole C(C)C=1NC=CN1